C(C1=CC=CC=C1)C1=CC=2NC=3C=C(C=CC3C2C(=N1)NCCN1CCCC1)Br 3-benzyl-7-bromo-N-(2-(pyrrolidin-1-yl)ethyl)-5H-pyrido[4,3-b]Indole-1-amine